ClC=1C=C(C(=C(C1)O)C1=CC=C2C(=N1)N=C(O2)N[C@H]2CNCC[C@H]2F)C 5-chloro-2-[2-[[(3S,4R)-4-fluoro-3-piperidyl]amino]oxazolo[4,5-b]pyridin-5-yl]-3-methyl-phenol